CC1(CCOC(=O)C1)O (RS)-Mevalonolactone